5-(1-isopropyl-1H-pyrazol-4-yl)-2-methoxy-N-(5-oxo-5,6,7,8-tetrahydro-1,6-naphthyridin-3-yl)benzenesulfonamide C(C)(C)N1N=CC(=C1)C=1C=CC(=C(C1)S(=O)(=O)NC=1C=NC=2CCNC(C2C1)=O)OC